1-(2-ethylhexyl)-3-octadecylimidazolium 2-ethylhexanoate C(C)C(C(=O)[O-])CCCC.C(C)C(CN1C=[N+](C=C1)CCCCCCCCCCCCCCCCCC)CCCC